2-[7-[(1R,3R)-3-hydroxycyclohexyl]-5,6-dihydropyrrolo[2,3-c]pyridazin-3-yl]-3-methyl-5-(trifluoromethyl)phenol O[C@H]1C[C@@H](CCC1)N1CCC2=C1N=NC(=C2)C2=C(C=C(C=C2C)C(F)(F)F)O